1-[(3r,4s,5r)-3,4-dihydroxy-5-(hydroxymethyl)oxapent-2-yl]pyrimidine-2,4-dione O[C@@H](C(O)N1C(NC(C=C1)=O)=O)[C@H](CCO)O